BrC1=C(C2=C(N=C(N=C2)Cl)N(C1)C1CCCC1)C 6-bromo-2-chloro-8-cyclopentyl-5-methyl-pyrido[2,3-d]pyrimidin